2-(7-fluoro-1H-indazol-3-yl)-N,N-dimethylethan-1-amine fumarate C(\C=C\C(=O)O)(=O)O.FC=1C=CC=C2C(=NNC12)CCN(C)C